(1S,4R)-1-(methoxymethyl)-2-oxabicyclo[2.2.1]heptan COC[C@]12OC[C@H](CC1)C2